6-(1,1-difluoroethyl)-3-(isoquinolin-4-yl)quinazoline-2,4(1H,3H)-dione FC(C)(F)C=1C=C2C(N(C(NC2=CC1)=O)C1=CN=CC2=CC=CC=C12)=O